3-acetyl-4-fluorobenzonitrile C(C)(=O)C=1C=C(C#N)C=CC1F